ClC1=CC2=C(C=C3N2C(=NN(C3=O)CC(=O)NC3=CN=CS3)C(C)C)S1 2-(2-chloro-5-isopropyl-8-oxothieno[2',3':4,5]pyrrolo[1,2-d][1,2,4]triazin-7(8H)-yl)-N-(thiazol-5-yl)acetamide